tert-butyl (3R,4R)-4-fluoropyrrolidin-3-ylcarbamate hydrochloride Cl.F[C@H]1[C@@H](CNC1)NC(OC(C)(C)C)=O